C1(=CC=CC=C1)SC1=NN=C2N1C(=CC(N2)=O)CCC 3-(phenylsulfanyl)-5-propyl[1,2,4]triazolo[4,3-a]pyrimidin-7(8H)-one